C(C1=CC=CC=C1)OC1=NC(=CC=C1C1=CC=C(C=C1)OCCCCCOCC1=CC=CC=C1)OCC1=CC=CC=C1 2,6-bis(benzyloxy)-3-(4-((5-(benzyloxy)pentyl)oxy)phenyl)pyridine